7-bromo-6-fluoro-1-{[2-(trimethylsilyl)ethoxy]methyl}indole BrC=1C(=CC=C2C=CN(C12)COCC[Si](C)(C)C)F